NC1=CC(=C(C(=O)N)C=C1)C=1C=C2N(C(C(N(C2=CC1Cl)CC1CNC1)=O)=O)C1=C(C=CC=C1C)C(C)C 4-amino-2-(1-(azetidin-3-ylmethyl)-7-chloro-4-(2-isopropyl-6-methylphenyl)-2,3-dioxo-1,2,3,4-tetrahydroquinoxalin-6-yl)benzamide